2-β-D-glucopyranosyloxybenzaldehyde [C@@H]1([C@H](O)[C@@H](O)[C@H](O)[C@H](O1)CO)OC1=C(C=O)C=CC=C1